((1R,3R)-3-((5-nitro-1-(phenylsulfonyl)-1H-pyrrolo[2,3-b]pyridin-4-yl)amino)cyclopentyl)carbamic acid tert-butyl ester C(C)(C)(C)OC(N[C@H]1C[C@@H](CC1)NC1=C2C(=NC=C1[N+](=O)[O-])N(C=C2)S(=O)(=O)C2=CC=CC=C2)=O